2-bromo-6-(methylsulfanyl)pyridine-4-carbonitrile BrC1=NC(=CC(=C1)C#N)SC